C(C)OC(C[C@@H](CNCC1=CC=CC=C1)O)=O (S)-4-benzylamino-3-hydroxybutyric acid ethyl ester